((4-((4-cyanophenyl)amino)thieno[2,3-d]pyrimidin-2-yl)thio)-2-methylpropanoic acid C(#N)C1=CC=C(C=C1)NC=1C2=C(N=C(N1)SC(C(=O)O)(C)C)SC=C2